Dihydrooxadiazolooxazepine N1NOC2=C1C=CC=NO2